C(CC(O)(C(=O)O)CC(=O)O)(=O)O.C(CCCCCCCCC)N(C)C N-decyl-N,N-dimethyl-amine citrate salt